(S)-3-(3-(1-amino-2,3-dihydro-1H-inden-5-yl)-5-fluoro-3H-imidazo[4,5-b]pyridin-2-yl)pyridin-2-amine N[C@H]1CCC2=CC(=CC=C12)N1C(=NC=2C1=NC(=CC2)F)C=2C(=NC=CC2)N